N1C(=NC2=C1C=CC=C2)C2=CC(=NN2CC2=CC=C(C=C2)OC)NC(C2=CC(=C(C=C2)OCCOC)F)=O N-[5-(1H-benzimidazol-2-yl)-1-[(4-methoxyphenyl)methyl]pyrazol-3-yl]-3-fluoro-4-(2-methoxyethoxy)benzamide